N-tert-butyl-2-{[2-(4-chloropyridin-2-yl)-5-oxo-6H,7H-cyclopenta[d]pyrimidin-4-yl](methyl)amino}acetamide C(C)(C)(C)NC(CN(C)C=1C2=C(N=C(N1)C1=NC=CC(=C1)Cl)CCC2=O)=O